BrC1=CC=CC=2C(=C(SC21)C#CCNC2=C(C=C(C=C2)S(=O)(=O)C)OC)SC(F)(F)F N-(3-{7-bromo-3-[(trifluoromethyl)sulfanyl]-1-benzothiophen-2-yl}prop-2-yn-1-yl)-4-methanesulfonyl-2-methoxyaniline